4-ethyl-N,N-dimethylnaphthalene-1-amine C(C)C1=CC=C(C2=CC=CC=C12)N(C)C